BrC1=CC=CC2=C1N=C(S2)C(=O)OC methyl 4-bromobenzo[d]thiazole-2-carboxylate